C(=O)C1=CN(C2=CC=CC(=C12)OC)C(=O)OC(C)(C)C tert-Butyl 3-formyl-4-methoxy-1H-indole-1-carboxylate